(S)-2-(Acetyloxy(cyano)methyl)pyrrolidine-1-carboxylic acid tert-butyl ester C(C)(C)(C)OC(=O)N1[C@@H](CCC1)C(C#N)OC(C)=O